2,4,6-tris(4-(phosphonomethyl)phenyl)-1,3,5-triazine P(=O)(O)(O)CC1=CC=C(C=C1)C1=NC(=NC(=N1)C1=CC=C(C=C1)CP(=O)(O)O)C1=CC=C(C=C1)CP(=O)(O)O